ClC1=CC(=C(C=C1)C=1COC2=C(C=CC=C2C1)N1CCN(CC1)C(=O)OC(C)(C)C)F tertbutyl 4-(3-(4-chloro-2-fluorophenyl)-2H-chromen-8-yl)piperazine-1-carboxylate